ClC=1C=C(C=CC1Cl)N1C(C(CC1C)C=1C(=C(C(=O)O)C=CC1)F)C 3-(1-(3,4-dichlorophenyl)-2,5-dimethylpyrrolidin-3-yl)-2-fluorobenzoic acid